1-(5-((1-((tetrahydro-2H-pyran-4-yl)sulfonyl)piperidin-4-yl)methyl)pyrazolo[1,5-a]pyridin-3-yl)dihydropyrimidine-2,4(1H,3H)-dione O1CCC(CC1)S(=O)(=O)N1CCC(CC1)CC1=CC=2N(C=C1)N=CC2N2C(NC(CC2)=O)=O